furan-2,5-dimethanol O1C(=CC=C1CO)CO